N-[(β-carbolin-1-yl)methyl]-9-benzyl-β-carbolin-1-amine C1(=NC=CC=2C3=CC=CC=C3NC12)CNC1=NC=CC=2C3=CC=CC=C3N(C12)CC1=CC=CC=C1